di(n-tridecyl)amine C(CCCCCCCCCCCC)NCCCCCCCCCCCCC